CN1N=NC=2C1=NC=C(C2)C=2N=CC1=C(N2)SC(=C1)C1(CC(C1)OC(F)(F)F)O 1-(2-(3-methyl-3H-[1,2,3]triazolo[4,5-b]pyridin-6-yl)thieno[2,3-d]pyrimidin-6-yl)-3-(trifluoromethoxy)cyclobutanol